NC=1C=C(C=CC1)C(O)C1=CC(=CC=C1)OCC1=CC=CC=C1 (3-aminophenyl)(3-(benzyloxy)phenyl)methanol